FC1=C(C=C(C=C1)C1=NC=CC=C1C=1C=CC=2N(C1)C(=CN2)C(=O)NCCCO)C 6-(2-(4-Fluoro-3-methylphenyl)pyridin-3-yl)-N-(3-hydroxypropyl)imidazo[1,2-a]pyridin-3-carboxamid